2-[[3-(4-chlorophenoxy)-5-(2-isopropylphenyl)pyrrolo[2,3-c]pyridin-1-yl]methoxy]ethyl-trimethyl-silane ClC1=CC=C(OC2=CN(C3=CN=C(C=C32)C3=C(C=CC=C3)C(C)C)COCC[Si](C)(C)C)C=C1